FC1(CCC2=C1N=C(N=C2C2=CC1=C(C(NCC(O1)CF)=O)C=C2)N2[C@H]([C@@H](C2)O)C)F 8-(7,7-difluoro-2-((2S,3R)-3-hydroxy-2-methylazetidin-1-yl)-6,7-dihydro-5H-cyclopenta[d]pyrimidin-4-yl)-2-(fluoromethyl)-3,4-dihydrobenzo[f][1,4]oxazepin-5(2H)-one